CC1=C(C=C(C=C1)NC(CCC1=CC(=CC=C1)C=1C=NC(=CC1)NC)=O)C(F)(F)F N-(4-methyl-3-(trifluoromethyl)phenyl)-3-(3-(6-(methylamino)pyridin-3-yl)phenyl)propanamide